CC(C(=C=O)C)[Si](CC)(CC)CC methyl-(triethylsilyl)dimethyl-ketene